1-dodecyl-2,3-dimethylimidazole tetrafluoroborate F[B-](F)(F)F.C(CCCCCCCCCCC)N1C(N(C=C1)C)C